[N+](=O)([O-])[O-].[Mn+3].[N+](=O)([O-])[O-].[N+](=O)([O-])[O-] manganese(III) nitrate